I.N1=CC=CC2=CC(=CC=C12)O quinolin-6-ol hydrogen iodide